BrC=1C=C(C=CC1Cl)CC1CN(CCO1)C(=O)OC(C)(C)C tert-butyl 2-[(3-bromo-4-chlorophenyl)methyl]morpholine-4-carboxylate